ClC1=CC=C(C=C1)C1=C(CCC(C1)(C)C)CN1CCC2(CN(C2)CC=2C=C3CN(C(C3=CC2)=O)C2C(NC(CC2)=O)=O)CC1 3-(5-((7-((4'-chloro-5,5-dimethyl-3,4,5,6-tetrahydro-[1,1'-biphenyl]-2-yl)methyl)-2,7-diazaspiro[3.5]nonan-2-yl)methyl)-1-oxoisoindolin-2-yl)piperidine-2,6-dione